diethylaminomethyl methacrylate Sulfur [S].C(C(=C)C)(=O)OCN(CC)CC